(S)-N-methyl-4-(1-(3-(1-(4-methyl-4H-1,2,4-triazol-3-ylthio)ethyl)phenyl)-1H-1,2,3-triazol-4-yl)benzamide CNC(C1=CC=C(C=C1)C=1N=NN(C1)C1=CC(=CC=C1)[C@H](C)SC1=NN=CN1C)=O